C12OCC(N(C1)CCOC1=CC(=C(C=C1)C=1C=CC(=NC1)CC(=O)NCC1=CC=CC=C1)F)C2 2-(5-(4-(2-(2-oxa-5-azabicyclo[2.2.1]heptan-5-yl)ethoxy)-2-fluorophenyl)pyridin-2-yl)-N-benzylacetamide